8-bromo-3-methyl-3,4-dihydro-1H-quinoxalin-2-one BrC=1C=CC=C2NC(C(NC12)=O)C